ClC=1C=CC2=C(N=C(S2)SC)C1 5-chloro-2-(methylthio)benzo[d]thiazole